C(C=C)N1N(C2=NC(=NC=C2C1=O)NC1=CC=C2CCNC(C2=C1)=O)C1=NC(=CC=C1)C(C)(C)O 7-((2-allyl-1-(6-(2-hydroxypropan-2-yl)pyridin-2-yl)-3-oxo-2,3-dihydro-1H-pyrazolo[3,4-d]pyrimidin-6-yl)amino)-3,4-dihydroisoquinolin-1(2H)-one